C1CCC2=C(C=CC=C12)C1=C(C=C2C(=N1)C(=NN2CC2=CC=C(C=C2)OC)C=2C=CC(=NC2)C2(CCCC2)NC)OC 5-(5-(2,3-Dihydro-1H-inden-4-yl)-6-methoxy-1-(4-methoxybenzyl)-1H-pyrazolo[4,3-b]pyridin-3-yl)pyridin-2-yl-N-methylcyclopentan-1-amine